2-methyl-5-(6-(((R)-1-phenylethyl)amino)-6,7,8,9-tetrahydrodibenzo[b,d]furan-2-yl)isoindolin CN1CC2=CC=C(C=C2C1)C1=CC2=C(OC3=C2CCCC3N[C@H](C)C3=CC=CC=C3)C=C1